terpinen-5-ol CC1=C2CC(C2(C)C)CC1C3(CC4CC(=C3C)C4(C)C)C5CC6(CC(=C5C)C6(C)C)O